C12N(CC(NC1)CC2)C=2C1=C(N=C(N2)OC[C@]23CCC(N3C[C@](C2)([2H])F)([2H])[2H])C(=C(N=C1)C1=CC(=CC2=CC=C(C(=C12)CC)F)O)F 4-(4-(2,5-Diazabicyclo[2.2.2]octan-2-yl)-8-fluoro-2-(((2R,7aS)-2-fluorotetrahydro-1H-pyrrolizin-7a(5H)-yl-2,5,5-d3)methoxy)pyrido[4,3-d]pyrimidin-7-yl)-5-ethyl-6-fluoronaphthalen-2-ol